6-Hexyldodecanoic acid C(CCCCC)C(CCCCC(=O)O)CCCCCC